C[Si](CCOCC=1N=CC2=C(N1)NC=C2)(C)C (2-(trimethylsilyl)ethoxy)methyl-7H-pyrrolo[2,3-d]pyrimidine